CC(C(=O)O)CC L-2-methylbutyric acid